methyl 3-(benzyloxy)-1-(but-3-en-2-yl(tert-butoxycarbonyl)amino)-5-((2,4-difluorobenzyl)-carbamoyl)-4-oxo-1,4-dihydropyridine-2-carboxylate C(C1=CC=CC=C1)OC1=C(N(C=C(C1=O)C(NCC1=C(C=C(C=C1)F)F)=O)N(C(=O)OC(C)(C)C)C(C)C=C)C(=O)OC